BrC1=CC=C(C=C1)C=1NC2=CC=CC=C2C1 2-(4-bromophenyl)-1H-indole